2-Methyl-piperazine formate dihydrochloride Cl.Cl.C(=O)O.CC1NCCNC1